C[C@H]1CN(C[C@H](N1)C)C1=NC(N2C3=C(C(=C(C=C13)C(F)(F)F)C1=C(C=C(C=C1F)F)F)SC[C@@H]2COC)=O (S)-7-((3S,5R)-3,5-dimethylpiperazin-1-yl)-3-(methoxymethyl)-9-(trifluoromethyl)-10-(2,4,6-trifluorophenyl)-2H-[1,4]thiazino[2,3,4-ij]quinazolin-5(3H)-one